C(C1=CC=CC=C1)(C1=CC=CC=C1)N1CC(C1)CS(=O)(=O)[O-] 1-benzhydrylazetidin-3-ylmethanesulfonate